fluoro-sulfamide FNS(=O)(=O)N